3-(3-(4-fluorophenyl)-5-(4-methoxyphenyl)-4,5-dihydro-1H-pyrazole-1-carbonyl)-7-(3-cyanoselenopropoxy)-dihydro-benzopyran-2-one FC1=CC=C(C=C1)C1=NN(C(C1)C1=CC=C(C=C1)OC)C(=O)C1C(OC2=C(C1)C=CC(=C2)OCCC[Se]C#N)=O